4-(2-(5-Chloropyridin-2-yl)-2-methylbenzo[d][1,3]dioxan-4-yl)piperidine-1-carboxylic acid tert-butyl ester C(C)(C)(C)OC(=O)N1CCC(CC1)C1C2=C(OC(O1)(C)C1=NC=C(C=C1)Cl)C=CC=C2